3-(((4-(tert-butyl)benzyl)thio)((4-fluorophenyl)amino)methylene)-1-methyl-6-(4-(trifluoromethyl)phenyl)piperidine-2,4-dione C(C)(C)(C)C1=CC=C(CSC(=C2C(N(C(CC2=O)C2=CC=C(C=C2)C(F)(F)F)C)=O)NC2=CC=C(C=C2)F)C=C1